ClC1=CC=C(C=C1)C1=NN(CC1C1=CC=CC=C1)C1=NN(C(N1C(C(=O)NCCO)C)=O)CC1=CC=C(C=C1)Cl 2-[3-[3-(4-chlorophenyl)-4-phenyl-4,5-dihydropyrazol-1-yl]-1-[(4-chlorophenyl)methyl]-5-oxo-1,2,4-triazol-4-yl]-N-(2-hydroxyethyl)propanamide